methylenebis(6-alpha-methylbenzyl-p-cresol) C(C1=CC(=CC(=C1O)C(C1=CC=CC=C1)C)C)C1=CC(=CC(=C1O)C(C1=CC=CC=C1)C)C